tert-butyl (S)-(1-(5-(4-(1-cyclohexylpiperidin-4-yl)phenyl)-3-methylthiophene-2-carbonyl)pyrrolidin-3-yl)carbamate C1(CCCCC1)N1CCC(CC1)C1=CC=C(C=C1)C1=CC(=C(S1)C(=O)N1C[C@H](CC1)NC(OC(C)(C)C)=O)C